[Na].COC1=CC=C(C=C1)O para-methoxyphenol, sodium salt